n-furfurylpyrrole C1=CN(C=C1)CC2=CC=CO2